3,4-Difluoro-2-(2-fluoro-4-iodoanilino)-5-[[3-fluoro-2-(oxetane-3-ylmethylsulfamoylamino)pyridin-4-yl]methyl]benzamide FC=1C(=C(C(=O)N)C=C(C1F)CC1=C(C(=NC=C1)NS(NCC1COC1)(=O)=O)F)NC1=C(C=C(C=C1)I)F